OC1(CCC1)C#CC1=CC2=C(OC[C@@H](C(N2C)=O)NC(C2=NC=CC(=C2)OC=2C=NN(C2)C)=O)C=C1 (S)-N-(7-((1-hydroxycyclobutyl)ethynyl)-5-methyl-4-oxo-2,3,4,5-tetrahydrobenzo[b][1,4]oxazepin-3-yl)-4-((1-methyl-1H-pyrazol-4-yl)oxy)picolinamide